2-(1-(1H-imidazole-1-carbonyl)piperidin-4-ylidene)-2-(4-fluoro-phenyl)acetonitrile N1(C=NC=C1)C(=O)N1CCC(CC1)=C(C#N)C1=CC=C(C=C1)F